CC1CN(CCC1)CC1=CC(=C2CNC(C2=C1)=O)C(F)(F)F 6-((3-methylpiperidin-1-yl)methyl)-4-(trifluoromethyl)isoindolin-1-one